CC(C)C1=CN=C(S1)C=1C=C(C(=O)O)C=C(C1)O[C@H]1COCC1 3-[5-(Prop-2-yl)-1,3-thiazol-2-yl]-5-[(3R)-tetrahydrofuran-3-yloxy]benzoic acid